2-(1-{4-[3-(5-tert-butyl-isoxazol-3-yl)-ureido]-phenyl}-1H-benzoImidazol-5-yloxy)-N-[2-(2,6-dioxopiperidin-3-yl)-1-oxo-2,3-dihydro-1H-isoindol-4-yl]-acetamide C(C)(C)(C)C1=CC(=NO1)NC(NC1=CC=C(C=C1)N1C=NC2=C1C=CC(=C2)OCC(=O)NC2=C1CN(C(C1=CC=C2)=O)C2C(NC(CC2)=O)=O)=O